2-(Phenoxy)-1-naphthaldehyde O(C1=CC=CC=C1)C1=C(C2=CC=CC=C2C=C1)C=O